C(C)(=O)N1C(C2=C(CC1)C=C(S2)SCC)C(=O)OCC Ethyl 6-acetyl-2-(ethylthio)-4,5,6,7-tetrahydrothieno[2,3-c]pyridine-7-carboxylate